(R)-N-((R)-1-(2-cyclopropyl-3,6-dimethyl-4-oxo-3,4-dihydroquinazolin-8-yl)ethyl)-2-methylpropane-2-sulfinamide C1(CC1)C1=NC2=C(C=C(C=C2C(N1C)=O)C)[C@@H](C)N[S@](=O)C(C)(C)C